N=1C=NN2C=NC(=CC21)OC2=C(C=C(C=C2)NC2=NC=NC1=CC=C(C(=C21)O[C@@H]2C(CN(CC2)C)(F)F)OC2CC2)C (S)-N-(4-([1,2,4]triazolo[1,5-c]pyrimidin-7-yloxy)-3-methylphenyl)-6-cyclopropoxy-5-((3,3-difluoro-1-methylpiperidin-4-yl)oxy)quinazolin-4-amine